N-[6-(difluoromethoxy)-5-fluoro-2-methoxy-3-pyridinyl]-7-methyl-imidazo[1,2-a]pyridine-3-sulfonamide FC(OC1=C(C=C(C(=N1)OC)NS(=O)(=O)C1=CN=C2N1C=CC(=C2)C)F)F